C1(=CC=CC=C1)CCCC(C1=CC=CC=C1)N1[C@@H](CCC1)C(=O)O (3-phenyl-propyl-benzyl)-proline